1-((2R,3S,4R,5R)-5-(chloromethyl)-3-fluoro-4-hydroxy-5-(hydroxymethyl)tetrahydrofuran-2-yl)-5-fluoropyrimidine-2,4(1H,3H)-dione ClC[C@]1([C@H]([C@@H]([C@@H](O1)N1C(NC(C(=C1)F)=O)=O)F)O)CO